NC(CC=1C=C2C(=NC(=NN2C1C#CC)Cl)NCC=1OC=CC1)COC(F)F 6-(2-amino-3-(difluoromethoxy)propyl)-2-chloro-N-(furan-2-ylmethyl)-7-(prop-1-yn-1-yl)pyrrolo[2,1-f][1,2,4]triazin-4-amine